1-(5-(5-chloropyridin-3-yl)-4,5-dihydro-1H-pyrazol-1-yl)-2,2-dimethylpropan-1-one ClC=1C=C(C=NC1)C1CC=NN1C(C(C)(C)C)=O